C(C)N(CC)CCNCCCCCC(=O)OCC(CCCCCCCC)CCCCCC 2-hexyldecyl 6-(diethylaminoethyl)aminohexanoate